6-(4-aminophenyl)-2-(2-methoxyethyl)-5-methyl-4,5-dihydropyridazin-3(2H)-one NC1=CC=C(C=C1)C=1C(CC(N(N1)CCOC)=O)C